FC(C(=O)S(=O)(=O)N)(C(C(C(C(C(C(F)(F)F)(F)F)(F)F)(F)F)(F)F)(F)F)F perfluorooctanoyl-sulfonamide